Methyl 3-(6,7-dihydro-5H-pyrrolo[3,4-b]pyridin-3-ylamino)-5-(methylamino)-6-(3-methylimidazo[4,5-c]pyridin-7-yl)pyrazine-2-carboxylate N1=C2C(=CC(=C1)NC=1C(=NC(=C(N1)NC)C=1C3=C(C=NC1)N(C=N3)C)C(=O)OC)CNC2